ON=C[C@@H](COC)NC(OC(C)(C)C)=O tert-butyl (S)-(1-(hydroxyimino)-3-methoxypropan-2-yl)carbamate